IC1=CC=C(C=C1)S(=O)(=O)N(C)C 4-iodo-N,N-dimethylbenzenesulfonamide